(S)-quinuclidin-3-yl ((R)-7-fluoro-6-(3-fluoro-4-isopropoxyphenyl)-2,2-dimethyl-1,2,3,4-tetrahydronaphthalen-1-yl)carbamate FC1=C(C=C2CCC([C@H](C2=C1)NC(O[C@@H]1CN2CCC1CC2)=O)(C)C)C2=CC(=C(C=C2)OC(C)C)F